C(C=C)(=O)N1C[C@@H](N(CC1)C=1C2=C(N(C(N1)=O)C=1C(=NC=CC1S(=O)(=O)C)C(C)C)N=C(C(=C2)F)C2=C(C=CC=C2O)F)C 4-((S)-4-acryloyl-2-methylpiperazin-1-yl)-6-fluoro-7-(2-fluoro-6-hydroxyphenyl)-1-(2-isopropyl-4-(methylsulfonyl)pyridin-3-yl)pyridino[2,3-d]pyrimidin-2(1H)-one